N-((1R,5S,8S)-3-(5-(4-(((R)-1-cyanoethyl)amino)-6-(3-cyanopyrrolo[1,2-b]pyridazin-7-yl)pyridin-3-yl)-1,3,4-thiadiazol-2-yl)-3-azabicyclo[3.2.1]octan-8-yl)acetamide C(#N)[C@@H](C)NC1=C(C=NC(=C1)C1=CC=C2N1N=CC(=C2)C#N)C2=NN=C(S2)N2C[C@H]1CC[C@@H](C2)C1NC(C)=O